2-aminoacetonitrile NCC#N